(R)-N-(1-cyclopropyl-2-oxo-1,2-dihydropyridin-3-yl)-2-(1,4-dioxan-2-yl)-7-isopropoxyimidazo[1,2-a]pyridine-6-carboxamide C1(CC1)N1C(C(=CC=C1)NC(=O)C=1C(=CC=2N(C1)C=C(N2)[C@H]2OCCOC2)OC(C)C)=O